4-(4'-chloro-[1,1'-biphenyl]-4-yl)-1H-1,2,3-triazole-5-carboxylic acid ClC1=CC=C(C=C1)C1=CC=C(C=C1)C=1N=NNC1C(=O)O